(1s,3r,5s)-3-{[(3-chloro-6-methoxypyridin-2-yl)oxy]methyl}-2-azabicyclo[3.1.0]hexane hydrochloride Cl.ClC=1C(=NC(=CC1)OC)OC[C@@H]1N[C@H]2C[C@H]2C1